FC=1C=C(C=CC1CN1C=NC=2C=NC=3N=C(C=CC3C21)OC)S(=O)(=O)N 3-Fluoro-4-((7-methoxy-1H-imidazo[4,5-c][1,8]naphthyridin-1-yl)methyl)benzene-sulfonamide